ClC1=NC=C(C(=N1)NC1=C(C=CC(=C1)[N+](=O)[O-])F)C1=CC=C(C=C1)C(F)(F)F 2-chloro-N-(2-fluoro-5-nitrophenyl)-5-[4-(trifluoromethyl)phenyl]pyrimidin-4-amine